tert-butyl 2-((4-(1-methyl-1H-pyrrolo[2,3-b]pyridin-4-yl)-1-oxo-2,3-dihydro-1H-pyrrolo[3,4-c]pyridin-7-yl) amino)-5,8-dihydro-1,7-naphthyridine-7(6H)-carboxylate CN1C=CC=2C1=NC=CC2C2=NC=C(C1=C2CNC1=O)NC1=NC=2CN(CCC2C=C1)C(=O)OC(C)(C)C